C1(CC1)CC(CCCCC[C@@H](C=1NC(=CN1)C1=CC=C(C=C1)F)NC(=O)[C@H]1CC12CCN(CC2)CC)=O (S)-N-((S)-8-cyclopropyl-1-(5-(4-fluorophenyl)-1H-imidazol-2-yl)-7-oxooctyl)-6-ethyl-6-azaspiro[2.5]octane-1-carboxamide